C(C)C=1C(=C(N=NC1C(F)(F)F)OC1=C(C=C(C=C1)F)OC)C(=O)NC1=CC(=CC=C1)[S@](=O)(=N)C (S)-5-ethyl-3-(4-fluoro-2-methoxyphenoxy)-N-(3-(S-methylsulfonimidoyl)phenyl)-6-(trifluoromethyl)pyridazine-4-carboxamide